3-(2-propoxypyridin-3-yl)benzene C(CC)OC1=NC=CC=C1C=1C=CC=CC1